β-mercapto-propionic acid SCCC(=O)O